4-(4,4'-dimethoxytrityloxy)methyl-phenol COC1=CC=C(C(C2=CC=C(C=C2)OC)(C2=CC=CC=C2)OCC2=CC=C(C=C2)O)C=C1